4-Benzyl 3-(tert-butyl) (4S,5R)-5-methyl-1,2,3-oxathiazolidine-3,4-dicarboxylate 2-oxide C[C@@H]1[C@H](N(S(O1)=O)C(=O)OC(C)(C)C)C(=O)OCC1=CC=CC=C1